FC1=CC=C(C=C1)C1=CC2=C(N=CN=C2NCCC2=NC(=NO2)C)N=C1 6-(4-fluorophenyl)-N-(2-(3-methyl-1,2,4-oxadiazol-5-yl)ethyl)pyrido[2,3-d]pyrimidin-4-amine